(4-cyanophenyl)-N-isoamyl-1H-imidazole-1-carboxamide C(#N)C1=CC=C(C=C1)C=1N(C=CN1)C(=O)NCCC(C)C